FC1=C(OC=2C(=[N+](C=CC2)[O-])C(=O)OCC)C=CC(=C1)F (2,4-difluorophenoxy)-2-(ethoxycarbonyl)pyridine 1-oxide